1,3-diallyl-urea C(C=C)NC(=O)NCC=C